CN1N=CC(=C1)C1=CN2C(S1)=C(C=N2)C(=O)Cl 2-(1-methyl-1H-pyrazol-4-yl)pyrazolo[5,1-b]thiazole-7-carbonyl chloride